2-(1-(7-[4-(2,6-dioxopiperidin-3-yl)-2-fluorophenyl]-7-azaspiro[3.5]nonan-2-ylpiperidin-4-yl)-6-methoxyindazol-5-yl)-6-(trifluoromethyl)pyridine-2-carboxamide O=C1NC(CCC1C1=CC(=C(C=C1)N1CCC2(CC(C2)N2CCC(CC2)N2N=CC3=CC(=C(C=C23)OC)C2(NC(=CC=C2)C(F)(F)F)C(=O)N)CC1)F)=O